CC1=CC2=C(C3=CC(=C(C=C3C(=C2C=C1C)C1=CC=CC2=CC=CC=C12)C)C)C1=CC=CC2=CC=CC=C12 2,3,6,7-tetramethyl-9,10-di(1-naphthyl)anthracene